BrC1=C(C=C(C(=O)N2CC=3N=C(N(C(C3C[C@H]2C)=O)C2=CC=C(C(=O)NC)C=C2)C2=NC(=CC=C2)C(C)C)C=C1)C(F)(F)F (R)-4-(7-(4-bromo-3-(trifluoromethyl)benzoyl)-2-(6-isopropylpyridin-2-yl)-6-methyl-4-oxo-5,6,7,8-tetrahydropyrido[3,4-d]pyrimidin-3(4H)-yl)-N-methylbenzamide